CC1=CC=C(C=C1)S(=O)(=O)NC p-methylbenzenesulfonyl-methylamine